NC1=C(C(=C(C=C1)[N+](=O)[O-])C)B(O)O 2-AMINO-6-METHYL-5-NITROPHENYLBORONIC ACID